hexahydro-1λ6-thiopyran-1-oxide formate C(=O)O.[SH2]1(CCCCC1)=O